2-[(3R)-4-[5-[1-(2-azaspiro[3.3]heptan-6-yl)-4-piperidyl]pyrimidin-2-yl]-3-methyl-4,8,10,11-tetrazatricyclo[7.4.0.02,7]trideca-1(9),2(7),10,12-tetraen-12-yl]phenol C1NCC12CC(C2)N2CCC(CC2)C=2C=NC(=NC2)N2[C@@H](C=1C=3C=C(N=NC3NC1CC2)C2=C(C=CC=C2)O)C